3-[3-methyl-2-oxo-5-(4-oxopiperidin-1-yl)-1,3-benzodiazol-1-yl]piperidine-2,6-dione CN1C(N(C2=C1C=C(C=C2)N2CCC(CC2)=O)C2C(NC(CC2)=O)=O)=O